C(\C=C\C(=O)OC(C)C)(=O)OC1CCC(CC1)C(C)CC (4-sec-butylcyclohexyl) isopropyl fumarate